5-(4,4,5,5-tetramethyl-1,3,2-dioxaborolan-2-yl)-2-(difluoromethyl)pyridine CC1(OB(OC1(C)C)C=1C=CC(=NC1)C(F)F)C